5-ethynyl-6-fluoro-4-(8-fluoro-2-(((2R,7aS)-2-fluorotetrahydro-1H-pyrrolizin-7a(5H)-yl)methoxy)-4-(1-thia-8-azaspiro[4.5]decan-8-yl)quinazolin-7-yl)naphthalen-2-ol C(#C)C1=C2C(=CC(=CC2=CC=C1F)O)C1=CC=C2C(=NC(=NC2=C1F)OC[C@]12CCCN2C[C@@H](C1)F)N1CCC2(CCCS2)CC1